5-(2-fluoro-6-hydroxy-3-(1-(3-methoxyphenyl)-1H-imidazol-4-yl)phenyl)-1,2,5-thiadiazolidin-3-one 1,1-dioxide FC1=C(C(=CC=C1C=1N=CN(C1)C1=CC(=CC=C1)OC)O)N1CC(NS1(=O)=O)=O